ClC1=C(C=C(C=C1)F)C1NC(C=2C1=C(C=C1C(=NNC21)C#N)C2=C(C(=O)N)C=C(C=C2F)C(F)(F)F)=O (6-(2-chloro-5-fluorophenyl)-3-cyano-8-oxo-1,6,7,8-tetrahydropyrrolo[3,4-g]indazol-5-yl)-3-fluoro-5-(trifluoromethyl)benzamide